(1-(6-chloro-3-((6-methoxy-2-methyl-1,2,3,4-tetrahydroisoquinolin-7-yl)amino)-1,2,4-triazin-5-yl)indol-3-yl)dimethylphosphine oxide ClC1=C(N=C(N=N1)NC1=C(C=C2CCN(CC2=C1)C)OC)N1C=C(C2=CC=CC=C12)P(C)(C)=O